(S)-N1-(1-(2-(2-adamantylamino)-2-oxoethyl)-2-oxo-1,2-dihydropyridin-3-yl)-N6-methyl-2-(6-methylimidazo[2,1-b]thiazole-5-carboxamido)-5-oxohexanediamide C12C(C3CC(CC(C1)C3)C2)NC(CN2C(C(=CC=C2)NC([C@H](CCC(C(=O)NC)=O)NC(=O)C2=C(N=C3SC=CN32)C)=O)=O)=O